3-((3S,4S)-4-amino-3-methyl-2-oxa-8-azaspiro[4.5]decan-8-yl)-6-((3-chloropyridin-4-yl)thio)pyrazin-2(1H)-one N[C@@H]1[C@@H](OCC12CCN(CC2)C=2C(NC(=CN2)SC2=C(C=NC=C2)Cl)=O)C